OCCCCCC=1C(=NC2=CC=CC=C2N1)C(=O)OC(C)(C)C tert-butyl 3-(5-hydroxypentyl)quinoxaline-2-carboxylate